N-((2S,3R)-3-(tert-Butyldimethylsilanyloxy)-1-oxo-1-(tetrahydro-2H-pyran-2-yloxyamino)butan-2-yl)-4-((5-(pyridin-2-yl)thiophen-2-yl)ethynyl)benzamide [Si](C)(C)(C(C)(C)C)O[C@@H]([C@@H](C(NOC1OCCCC1)=O)NC(C1=CC=C(C=C1)C#CC=1SC(=CC1)C1=NC=CC=C1)=O)C